C(=C)S(=O)(=O)NCCCC[C@H](N)C(=O)O N6-vinylsulfonyl-L-lysine